ethyl 1-[(1-methylcyclopropyl)methyl]-1H-pyrrolo[2,3-b]pyridine-2-carboxylate CC1(CC1)CN1C(=CC=2C1=NC=CC2)C(=O)OCC